C(CCC)NC1=NC=2N(C=C1)N=CC2C2=CC=C(C(=O)NCCNC)C=C2 4-(5-(butylamino)pyrazolo[1,5-a]pyrimidin-3-yl)-N-(2-(methylamino)ethyl)benzamide